4-(2-hydroxy-1-methyl-ethyl)benzonitrile OCC(C)C1=CC=C(C#N)C=C1